[N+](=O)([O-])C1=CC=C(C(=O)O[C@@H](C2=CC(=C(C=C2)Cl)Cl)C2O[C@H](C3OC(O[C@@]32C)(C)C)N3C=CC2=C3N=CN=C2Cl)C=C1 [(S)-[(3aR,6R)-6-(4-chloropyrrolo[2,3-d]pyrimidin-7-yl)-2,2,3a-trimethyl-6,6a-dihydro-4H-furo[3,4-d][1,3]dioxol-4-yl]-(3,4-dichlorophenyl)methyl] 4-nitrobenzoate